ClC1=C(C=C(C=N1)NC(OC(C)(C)C)=O)F tert-Butyl (6-chloro-5-fluoro pyridin-3-yl)carbamate